3-(3-chloro-4-fluorophenyl)-1-methyl-1-(5-oxo-2,3,4,5-tetrahydro-1H-cyclopenta[c]isoquinolin-1-yl)urea ClC=1C=C(C=CC1F)NC(N(C1CCC=2NC(C=3C=CC=CC3C21)=O)C)=O